7-methyl-1H-indazol-4-amine CC1=CC=C(C=2C=NNC12)N